(2r,4r)-1,2,4-trihydroxyheptadecane OC[C@@H](C[C@@H](CCCCCCCCCCCCC)O)O